2-[5-chloro-2-methyl-6-(1-methylcyclobutyl)-3-pyridyl]-4-oxo-1H-1,6-naphthyridine-5-carboxamide ClC=1C=C(C(=NC1C1(CCC1)C)C)C=1NC=2C=CN=C(C2C(C1)=O)C(=O)N